6-Chloro-3-[[(1R)-1-[3,6-dimethyl-2-(1-methylindazol-3-yl)-4-oxo-chromen-8-yl]ethyl]amino]pyridine-2-carbonitrile ClC1=CC=C(C(=N1)C#N)N[C@H](C)C=1C=C(C=C2C(C(=C(OC12)C1=NN(C2=CC=CC=C12)C)C)=O)C